s-butyl-acetoacetic acid C(C)(CC)CC(CC(=O)O)=O